N,N,N',N'-tetrakis(2-hydroxypropyl)-2-methyl-pentamethylenediamine OC(CN(CC(CCCN(CC(C)O)CC(C)O)C)CC(C)O)C